C(C)(C)(C)OC(=O)N[C@@H](CCCCN)C(=O)O (e)-tert-butoxycarbonyl-L-Lysine